4-((1H-indol-5-yl)ethynyl)-6-chloropyridin-3-amine N1C=CC2=CC(=CC=C12)C#CC1=C(C=NC(=C1)Cl)N